feruloyl-3-methoxytyramine COC1=C(C=CC(=C1)CCNC(=O)/C=C/C2=CC=C(C=C2)O)O